(1S,6R)-4-chloro-6-methylbicyclo[4.1.0]hept-3-ene-3-carbaldehyde ClC1=C(C[C@@H]2C[C@@]2(C1)C)C=O